N[C@@H]1CC[C@@H](N(C1)C(=O)C1=CC2=C(N(C(=N2)C2=CC=3C(=NC(=CC3)C(=O)N(C3=CC=CC=C3)C)N2CC2CC2)C)C(=C1)OC)C 2-(5-((2S,5R)-5-amino-2-methylpiperidine-1-carbonyl)-7-methoxy-1-methyl-1H-benzo[d]imidazol-2-yl)-1-(cyclopropylmethyl)-N-methyl-N-phenyl-1H-pyrrolo[2,3-b]pyridine-6-carboxamide